ClC1=C(C(=O)NC2=NN=NN2C)C=CC(=C1C(=O)N(C)C)S(=O)(=O)C 2-chloro-N3,N3-dimethyl-4-(methyl-sulfonyl)-N1-(1-methyl-1H-tetrazol-5-yl)isophthalamide